(2R)-2-[6-[4-chloro-2-[2-methyl-5-(oxan-4-yl)pyrazol-3-yl]oxyphenyl]pyridin-3-yl]-2-fluoroethanamine ClC1=CC(=C(C=C1)C1=CC=C(C=N1)[C@H](CN)F)OC=1N(N=C(C1)C1CCOCC1)C